BrC=1C=C(C=CC1)S(=O)(=O)N1C(=NC2=C1C=CC=C2)SCCCCOC2=C(OC1=CC(=CC(=C1C2=O)OC)OC)C2=CC(=C(C(=C2)OC)OC)OC 3-(4-((1-((3-bromophenyl)sulfonyl)-1H-benzimidazol-2-yl)thio)butoxy)-5,7-dimethoxy-2-(3,4,5-trimethoxyphenyl)-4H-chromen-4-one